O1COC2=C1C=CC(=C2)C(C(C)N(C(CN(C)C)=O)C)=O N-[2-(1,3-Benzodioxol-5-yl)-1-methyl-2-oxo-ethyl]-2-(dimethylamino)-N-methyl-acetamide